C(C1=CC=CC=C1)N([C@H](CO)CC(C)C)CC1=CC=CC=C1 (2S)-2-(dibenzylamino)-4-methyl-1-pentanol